2-fluoro-5-(6-((1-hydroxy-2-methylpropan-2-yl)amino)-5-(1-methyl-1H-pyrazol-4-yl)pyridin-3-yl)-4-methyl-N-(1H-pyrazol-3-yl)benzamide FC1=C(C(=O)NC2=NNC=C2)C=C(C(=C1)C)C=1C=NC(=C(C1)C=1C=NN(C1)C)NC(CO)(C)C